S1CC(CC(C1)=O)=O 2H-thiopyran-3,5(4H,6H)-dione